1-(4-{2-[1-(3-Ethoxy-propyl)-1H-pyrazol-4-ylamino]-thiazol-4-yl}-phenyl)-imidazolidin-2-one C(C)OCCCN1N=CC(=C1)NC=1SC=C(N1)C1=CC=C(C=C1)N1C(NCC1)=O